6-chloro-2-(3-(1,2-dimethoxyethyl)-1H-1,2,4-triazol-5-yl)-3-(1H-imidazol-1-yl)-5-methoxy-1-methyl-1H-pyrrolo[3,2-b]pyridine ClC=1C=C2C(=NC1OC)C(=C(N2C)C2=NC(=NN2)C(COC)OC)N2C=NC=C2